(7R)-2-[4-(4-methylphenoxy)phenyl]-7-(piperazin-1-yl)-4,5,6,7-tetrahydro-2H-pyrazolo[4,3-b]pyridine-3-carboxamide CC1=CC=C(OC2=CC=C(C=C2)N2N=C3C(NCC[C@H]3N3CCNCC3)=C2C(=O)N)C=C1